C1(CCCCC1)C1=C(C2=C(C=3C(=NNC3C=C2)F)CCC1)C1=CC=C(C=C1)N1CCC(CC1)C=O 1-(4-(7-cyclohexyl-1-fluoro-3,8,9,10-tetrahydrocyclohepta[e]indazol-6-yl)phenyl)piperidine-4-carbaldehyde